(4-aminopyrimidin-2-yl)-2-methylpiperidin-4-ol NC1=NC(=NC=C1)N1C(CC(CC1)O)C